Methyl (1r,4r)-4-[5-(2,6-dioxopiperidin-3-yl)-2H-indazol-2-yl]cyclohexane-1-carboxylate O=C1NC(CCC1C1=CC2=CN(N=C2C=C1)C1CCC(CC1)C(=O)OC)=O